NC1=C(C=2C=C(C(=NC2NC1=O)C)OC1CC(C1)C#N)C1=C2C=NNC2=C(C=C1)Cl (1r,3r)-3-[[6-amino-5-(7-chloro-1H-indazol-4-yl)-2-methyl-7-oxo-8H-1,8-naphthyridin-3-yl]oxy]cyclobutane-1-carbonitrile